1,6-hexanediol methyl-(S)-(3-bromo-7-((1-((tert-butyldiphenylsilyl)oxy)pentan-3-yl)amino)-1-(4-cyano-2-methoxybenzyl)-1H-pyrazolo[4,3-d]pyrimidin-5-yl)carbamate CN(C(=O)OCCCCCCO)C=1N=C(C2=C(N1)C(=NN2CC2=C(C=C(C=C2)C#N)OC)Br)N[C@H](CCO[Si](C2=CC=CC=C2)(C2=CC=CC=C2)C(C)(C)C)CC